(p-chloromethyl)phenyltrimethoxysilane CO[Si](C1=CC=C(C=C1)CCl)(OC)OC